C1(CCCCC1)NC(=O)NC1=NC2=CC(=CC=C2C=N1)N1C(CCC1)C=1C=NC=CC1 1-Cyclohexyl-3-(7-(2-(pyridin-3-yl)pyrrolidin-1-yl)quinazolin-2-yl)urea